C(C1=CC=CC=C1)OC(=O)N1CCC(CC1)CN1CC2COCC(C1)N2C(=O)OC(C)(C)C tert-butyl 7-((1-((benzyloxy)carbonyl)piperidin-4-yl)methyl)-3-oxa-7,9-diazabicyclo[3.3.1]nonane-9-carboxylate